N-(2-cyanophenyl)butanamide C(#N)C1=C(C=CC=C1)NC(CCC)=O